(2S)-1-[(2R)-2-[[5-[2-[(2,6-dimethylpyrimidin-4-yl)amino]pyrazolo[1,5-a]pyridin-5-yl]-1-methyl-pyrazol-4-yl]oxymethyl]azetidin-1-yl]propan-2-ol CC1=NC(=CC(=N1)NC1=NN2C(C=C(C=C2)C2=C(C=NN2C)OC[C@@H]2N(CC2)C[C@H](C)O)=C1)C